ethylpropyl-imidazolium C(C)[N+]1=C(NC=C1)CCC